(1S,3S)-1-(3-bromophenyl)-3-hydroxycyclobutane-1-carboxylic acid C1C(CC1(C2=CC(=CC=C2)Br)C(=O)O)O